C(C)OC(CC1=C(C=C(C=C1)OC)OCC1=C(OC2=C1C=C(C=C2)C2=C(C(=CC=C2)CN)O)C)=O.C2(CC2)C2=NC=CC(=C2)C2=NOC(=N2)[C@H](C)NC(C2=CC=CC=C2)=O (S)-N-(1-(3-(2-cyclopropylpyridin-4-yl)-1,2,4-oxadiazol-5-yl)ethyl)benzamide ethyl-2-(2-((5-(3-(aminomethyl)-2-hydroxyphenyl)-2-methylbenzofuran-3-yl)methoxy)-4-methoxyphenyl)acetate